CN1N=CC(=C1C)C1=CC(=C(C=C1)NC=1N=CC2=C(N1)C(=NC=C2)NCC2(COCC2)C)OC N2-(4-(1,5-dimethyl-1H-pyrazol-4-yl)-2-methoxyphenyl)-N8-((3-methyltetrahydrofuran-3-yl)methyl)pyrido[3,4-d]pyrimidine-2,8-diamine